C1(CC1)C(=O)NC1=CC(=C(N=N1)C(=O)NC([2H])([2H])[2H])NC1=NC(=CC=C1)C1=NN(C=N1)C 6-(Cyclopropanamido)-N-(methyl-d3)-4-((6-(1-methyl-1H-1,2,4-triazol-3-yl)pyridin-2-yl)amino)pyridazin-3-carboxamide